C(C1=CC=CC=C1)(=O)C=1N=NN(C1)[C@H](C(=O)N1[C@@H](C[C@H](C1)O)C(=O)NC)C(C)(C)C (2S,4R)-1-[(2S)-2-(4-benzoyltriazol-1-yl)-3,3-dimethyl-butanoyl]-4-hydroxy-N-methyl-pyrrolidine-2-carboxamide